Cis-3-hexenoic acid cis-3-hexenyl ester C(C\C=C/CC)OC(C\C=C/CC)=O